C(C1=CC(O)=C(O)C(O)=C1)(=O)C(=O)[C@H](O)[C@@](O)([C@](O)([C@H](O)C(O)C(C1=CC(O)=C(O)C(O)=C1)=O)C(C1=CC(O)=C(O)C(O)=C1)=O)C(C1=CC(O)=C(O)C(O)=C1)=O 1,3,4,6-tetragalloylglucose